FCCC=1C=C(C2=C(N(C(=N2)C)C(C)C)C1)F 2-fluoro-1-(4-fluoro-1-isopropyl-2-methyl-1H-benzimidazol-6-yl)ethane